FC1(C2=CC=CC=C2C=2C=C(C=CC12)C(=O)NCC(=O)N1[C@@H](C[C@H](C1)SC)C(=O)O)F (2S,4R)-1-((9,9-difluoro-9H-fluorene-3-carbonyl)glycyl)-4-(methylthio)pyrrolidine-2-carboxylic acid